ClC1=C(C=NC(=C1)Cl)NC(C(=O)OCC)=C=O ethyl 2-((4,6-dichloropyridin-3-yl) amino)-2-carbonylacetate